N-butoxymethyl-2-chloro-2',6'-diethylacetanilide C(CCC)OCN(C1=C(C=CC=C1CC)CC)C(CCl)=O